(R)-2-(2,6-difluorophenyl)-5-(4-(pyrazolo[1,5-a]pyridin-2-yl)-6,7-dihydro-1H-imidazo[4,5-c]pyridin-5(4H)-yl)-1,3,4-oxadiazole FC1=C(C(=CC=C1)F)C=1OC(=NN1)N1[C@H](C2=C(CC1)NC=N2)C2=NN1C(C=CC=C1)=C2